C(C)(C)(C)N1N=C(C(=C1C)O)C1=CC=C(C=C1)SC1=CC=CC=C1 1-(tert-butyl)-3-(4-(phenylthio)phenyl)-5-methyl-pyrazole-4-ol